(1S,4R)-4-(2-(((2S,4R)-1-((S)-2-acetamido-3,3-dimethylbutyryl)-4-hydroxypyrrolidin-2-carboxamido)methyl)-5-(4-methylthiazol-5-yl)phenoxy)cyclohexane-1-carboxylic acid C(C)(=O)N[C@H](C(=O)N1[C@@H](C[C@H](C1)O)C(=O)NCC1=C(OC2CCC(CC2)C(=O)O)C=C(C=C1)C1=C(N=CS1)C)C(C)(C)C